COC1=C2C(C(N(C2=CC=C1)C)=O)=O methoxy-1-methylindole-2,3-dione